5-chloro-3-cyclopropyl-N-(4-(thiazol-4-yl)benzyl)pyrazolo[1,5-a]pyrimidin-7-amine ClC1=NC=2N(C(=C1)NCC1=CC=C(C=C1)C=1N=CSC1)N=CC2C2CC2